tert-butyl (R)-(2-(((5-cyclopropylpyridin-2-yl)methyl)(1-(pyrimidin-2-yl)ethyl)carbamoyl)-6,8-dihydro-1H-furo[3,4-d]pyrrolo[3,2-b]pyridin-5-yl)carbamate C1(CC1)C=1C=CC(=NC1)CN(C(=O)C1=CC2=NC(=C3C(=C2N1)COC3)NC(OC(C)(C)C)=O)[C@H](C)C3=NC=CC=N3